3-(1-oxo-4-(piperidin-4-yloxy)isoindolin-2-yl)piperidine-2,6-dione O=C1N(CC2=C(C=CC=C12)OC1CCNCC1)C1C(NC(CC1)=O)=O